N-amino-1,10-phenanthroline NN1CC=CC2=CC=C3C=CC=NC3=C12